FCCOCC=1C=CC(=NC1)C=1N=NC(=NN1)C1=NC=CC=C1 (5-((2-fluoroethoxy)methyl)pyridin-2-yl)-6-(pyridin-2-yl)-1,2,4,5-tetrazine